3-[1-[dideuterio(pyridin-3-yl)methyl]-4-fluoro-benzimidazol-2-yl]-4-methyl-1,2,5-oxadiazole [2H]C(N1C(=NC2=C1C=CC=C2F)C2=NON=C2C)(C=2C=NC=CC2)[2H]